4,4-dicyano-3-phenyl-5-(4-nitrophenyl)-pyrrolidine C(#N)C1(C(CNC1C1=CC=C(C=C1)[N+](=O)[O-])C1=CC=CC=C1)C#N